6,7-Dihydroisothiazolo[4,3-f][1,4]oxazepine N=1SC=C2C=NCCOC21